rac-ethyl 2-(3-((tert-butoxycarbonyl)(methyl)amino)4-methylpentanoyl)thiazole-4-carboxylate C(C)(C)(C)OC(=O)N([C@H](CC(=O)C=1SC=C(N1)C(=O)OCC)C(C)C)C |r|